N-[(2E)-3-(4-Dimethylaminophenyl)-2-propenyl]-1-(7-methylthieno[3,2-d]pyrimidin-4-yl)-4-piperidylamine CN(C1=CC=C(C=C1)/C=C/CNC1CCN(CC1)C=1C2=C(N=CN1)C(=CS2)C)C